(4-bromophenyl)-2-fluoro-propionic acid BrC1=CC=C(C=C1)C(C(=O)O)(C)F